CC(CCC)N1N=CC=2C1=NC(=NC2NC=2N=CN(C2)C2=CC(=C(C(=C2)OC)OC)OC)C(=C)C 1-(pentan-2-yl)-6-(prop-1-en-2-yl)-N-(1-(3,4,5-trimethoxyphenyl)-1H-imidazol-4-yl)-1H-pyrazolo[3,4-d]pyrimidin-4-amine